7-fluoro-8-[(3R,5S)-3-[(2-methoxyethyl)amino]-5-methylpiperidin-1-yl]Quinoxaline-5-carbonitrile FC=1C=C(C=2N=CC=NC2C1N1C[C@@H](C[C@@H](C1)C)NCCOC)C#N